FC(C1=C(CN2N=C3NC(NCC3=C2)=O)C=CC=C1)(F)F (2-trifluoromethyl-benzyl)-2,4,5,7-tetrahydro-pyrazolo[3,4-d]pyrimidin-6-one